triazolebutanone N1N=NC(=C1)CCC(C)=O